2-[[3-amino-1-(cyclopropylmethyl)-2-hydroxy-3-oxo-propyl]carbamoyl]-6,6-dimethyl-3-azabicyclo[3.1.0]hexane-3-carboxylate NC(C(C(CC1CC1)NC(=O)C1C2C(C2CN1C(=O)[O-])(C)C)O)=O